([4-amino-1-[2-(benzyloxy)ethyl]-7-(1H-pyrazol-5-yl)-1H-imidazo[4,5-c]quinolin-2-yl]methyl)-N-ethylcarbamic acid tert-butyl ester C(C)(C)(C)OC(N(CC)CC=1N(C2=C(C(=NC=3C=C(C=CC23)C2=CC=NN2)N)N1)CCOCC1=CC=CC=C1)=O